1-{2-[1-(cyclopropylmethyl)-1H-pyrrolo[2,3-b]pyridin-2-yl]-7-methoxy-1-methyl-1H-1,3-benzodiazole-5-carbonyl}piperidine-3-carbonitrile C1(CC1)CN1C(=CC=2C1=NC=CC2)C2=NC1=C(N2C)C(=CC(=C1)C(=O)N1CC(CCC1)C#N)OC